4'-chloroacetanilide ClC1=CC=C(NC(C)=O)C=C1